CN1C=C(C=2C(N(C=C(C21)C)C)=O)C(=O)N[C@@H]2[C@H](CCCC2)NC(OC(C)(C)C)=O |r| tert-butyl (rac-(1S,2S)-2-(((1,5,7-trimethyl-4-oxo-4,5-dihydro-1H-pyrrolo[3,2-c]pyridin-3-yl)carbonyl)amino)cyclohexyl)carbamate